N-(2,2-diphenylpropyl)-2,2,2-trifluoroacetamide C1(=CC=CC=C1)C(CNC(C(F)(F)F)=O)(C)C1=CC=CC=C1